FC1=C(C(=CC=C1)F)N1N=C(C(=C1)NC1=NC=CC=C1)C(=O)N 1-(2,6-difluorophenyl)-4-(pyridin-2-ylamino)-1H-pyrazole-3-carboxamide